ClC=1C=C(C(=O)C2CC(C2)C2=NOC(=N2)CN2C=NC=3N=CN(C3C2=O)C)C=CC1 1-((3-(3-(3-chlorobenzoyl)cyclobutyl)-1,2,4-oxadiazol-5-yl)methyl)-7-methyl-1H-purin-6(7H)-one